O=C1N(CCC(C1)C#CC)C(C(=O)N)CC 2-[2-oxo-4-(1-propynyl)-1-piperidinyl]butanamide